ClC=1C=CC(=C(C1)C1CC(C1)NC(=O)C=1N=NN(C1)CC=1C=C2CCNCC2=CC1)C#N N-(3-(5-Chloro-2-cyanophenyl)cyclobutyl)-1-((1,2,3,4-tetrahydroisoquinolin-6-yl)methyl)-triazole-4-carboxamide